N-hexyl-N-decylurea C(CCCCC)N(C(=O)N)CCCCCCCCCC